6-{3-[(3S)-3-[tert-butyl-(methyl)amino]pyrrolidin-1-yl]-1,2,4-triazin-6-yl}-2-methyl-1,3-benzoxazol-5-ol C(C)(C)(C)N([C@@H]1CN(CC1)C=1N=NC(=CN1)C1=CC2=C(N=C(O2)C)C=C1O)C